CC(=O)NC1=CC(=C(C=C1F)Br)F N-(4-bromo-2,5-difluorophenyl)acetamide